(S)-4-(7-chloro-4-(4-chloro-2-fluorophenyl)pyrido[2,3-d]pyrimidin-2-yl)-2-(1-methyl-1H-pyrazol-4-yl)morpholine ClC=1C=CC2=C(N=C(N=C2C2=C(C=C(C=C2)Cl)F)N2C[C@@H](OCC2)C=2C=NN(C2)C)N1